molybdenum disulfide trioxide [Mo](=S)(=S)(=O)(=O)=O